C1(CC1)COC=1C=CC(=NC1)C(C(=O)N)(C)N1C[C@@](CCC1)(C1=CNC(C=C1)=O)O (5-(cyclopropylmethoxy)pyridin-2-yl)-2-((R)-3-hydroxy-3-(6-oxo-1,6-dihydropyridin-3-yl)piperidin-1-yl)propanamide